7-bromo-2,2-dimethyl-2H-chromen-3-carbaldehyde BrC1=CC=C2C=C(C(OC2=C1)(C)C)C=O